C(CC)N(CCC)C[Si](OC)(OC)OC N,N-di-n-propylaminomethyltrimethoxysilane